OCCOC1=CC=C(C=C1)C1(C2=CC=CC(=C2C=2C(=CC=CC12)C1=CC=CC=C1)C1=CC=CC=C1)C1=CC=C(C=C1)OCCO 9,9-bis[4-(2-hydroxyethoxy)phenyl]-4,5-diphenylfluorene